C(C(O)CO)C(=O)[C@@H](O)[C@@H](O)[C@H](O)[C@H](O)CO glyceryl-D-mannose